propenonitrile C(C=C)#N